The molecule is a member of the class of pyranopyrroles with formula C17H21NO4, originally isolated from Aspergillus niger. It has a role as an Aspergillus metabolite and a marine metabolite. It is a gamma-lactam, an enol, a pyranopyrrole and a cyclic ketone. CCCCC/C=C/C=C/C1=C(C(=O)C2=C(O1)C(NC2=O)C)O